BrC=1C2=C(C=NC1)N=NS2 7-bromothiadiazolo[4,5-c]pyridine